FC1=NC=CC(=C1)C1=C(C(=CC=C1)C(C)C)CC(=O)OC methyl 2-(2-(2-fluoro-pyridin-4-yl)-6-isopropylphenyl)acetate